C(C1=CC=CC=C1)C1=C(SC=2N3C(COCC21)=NN=C3C)C(C)C 3-benzyl-2-isopropyl-9-methyl-4H,6H-thieno[2,3-e][1,2,4]triazolo[3,4-c][1,4]oxazepine